methyl 1-(4-(1,3-Dioxolan-2-yl) phenyl)-1H-pyrazole-4-carboxylate O1C(OCC1)C1=CC=C(C=C1)N1N=CC(=C1)C(=O)OC